1-[3-(6-chloro-7-fluoro-4-methyl-2,3-dihydroquinoxalin-1-yl)-1-(oxan-4-yl)-4H,6H,7H-pyrazolo[4,3-c]pyridin-5-yl]ethanone ClC=1C=C2N(CCN(C2=CC1F)C1=NN(C2=C1CN(CC2)C(C)=O)C2CCOCC2)C